5-hydroxy-N-methyl-1-(3-methylbenzyl)-2-oxo-2,3-dihydro-1H-benzo[b]azepine-4-carboxamide OC=1C2=C(N(C(CC1C(=O)NC)=O)CC1=CC(=CC=C1)C)C=CC=C2